CN1C(NC2=C1C=C(C=C2)B(O)O)=O (3-methyl-2-oxo-2,3-dihydro-1H-benzo[d]imidazol-5-yl)boronic acid